O1CCN(CC1)C=1N(C(C(=CN1)N[C@H](C)C=1N=C(OC1)C1=CC=CC=C1)=O)CC(=O)OCCCC butyl (R)-2-(2-morpholino-6-oxo-5-((1-(2-phenyloxazol-4-yl)ethyl)amino)pyrimidin-1(6H)-yl)acetate